N1C(CC1)N1CC(N(CC1)C1CC2(C1)CCNCC2)C2=C(C=CC=C2)C(C)C 2-(4-(2-azetidinyl)-2-(2-isopropylphenyl)piperazin-1-yl)-7-azaspiro[3.5]nonane